C(C)(C)(C)OC(N(C)N1C(=NC2=C1C=CC(=C2)C(F)(F)F)NC2=CNC1=CC=C(C(=C21)F)F)=O {2-[(4,5-difluoro-1H-indol-3-yl)amino]-5-(trifluoromethyl)-1H-benzo[d]imidazol-1-yl}(methyl)carbamic acid tert-butyl ester